Oxolane O1CCCC1